[(1E)-2,3,5-Trichloro-4-oxocyclohexa-2,5-dien-1-ylidene]benzenesulfonamide ClC=1\C(\C=C(C(C1Cl)=O)Cl)=N\S(=O)(=O)C1=CC=CC=C1